FC(C=1C=C(C=C(C1)C(F)(F)F)NS(=O)(=O)C1=C(C=C(OCCCCNC(C)=O)C=C1C)C)(F)F N-(4-(4-(N-(3,5-bis(trifluoromethyl)phenyl)sulfamoyl)-3,5-dimethylphenoxy)-butyl)acetamide